N1=CC=CC=2CCCC(C12)C(CCCN)N 1-(5,6,7,8-tetrahydro-8-quinolinyl)-1,4-butanediamine